N-(piperidin-3-yl)pyrimidine N1CC(CCC1)N1CN=CC=C1